C1(=CC=CC2=CC=CC=C12)C=1C=C(C=CC1)OB(O)O 3-(naphthalen-1-yl)phenylboric acid